(R)-2-(3-fluoro-5-isopropyl-2-methoxyphenyl)-2-((R)-3-(methyl(4-((R)-1,2,3,4-tetrahydro-1,8-naphthyridin-2-yl)butyl)amino)pyrrolidin-1-yl)acetic acid FC=1C(=C(C=C(C1)C(C)C)[C@H](C(=O)O)N1C[C@@H](CC1)N(CCCC[C@H]1NC2=NC=CC=C2CC1)C)OC